FC=1C=CC(=NC1)C1=NN(C=C1C1=C2C(=NC=C1)NC(=C2)C)C 4-(3-(5-fluoropyridin-2-yl)-1-methyl-1H-pyrazol-4-yl)-2-methyl-1H-pyrrolo[2,3-b]pyridine